FC1(CCN(CC1)C=1C=C(C=CC1N1N=CC(=C1)C1=NC(=NC(=C1)C)N1CCC(CC1)(F)F)NS(=O)(=O)CCO)F N-(3-(4,4-difluoropiperidin-1-yl)-4-(4-(2-(4,4-difluoropiperidin-1-yl)-6-methylpyrimidine-4-yl)-1H-pyrazol-1-yl)phenyl)-2-hydroxyethane-1-sulfonamide